Cl.FC(OC1=CC=C(C=C1)C1=CN=C2N1C=CN=C2NC2=CC(=C(C=C2)C(=O)N2CCN(CC2)C(=O)C2NCCC2)C)F [4-[[3-[4-(difluoromethoxy)phenyl]imidazo[1,2-a]pyrazin-8-yl]amino]-2-methyl-phenyl]-[4-(pyrrolidine-2-carbonyl)piperazin-1-yl]methanone hydrochloride